(S)-2-(2-(2-chloro-4-(trifluoromethyl)phenoxy)acetyl)-8-(2-fluoro-5-(trifluoromethyl)phenyl)-1,3,4,12a-tetrahydrobenzo[e]pyrazino[1,2-a][1,4]diazepine-6,12(2H,11H)-dione ClC1=C(OCC(=O)N2C[C@@H]3N(C(C4=C(NC3=O)C=CC(=C4)C4=C(C=CC(=C4)C(F)(F)F)F)=O)CC2)C=CC(=C1)C(F)(F)F